tert-butyl-{(2S)-1-[(2-aminoethyl)amino]-4-[{(1R)-1-[1-benzyl-4-(2,5-difluorophenyl)-1H-imidazol-2-yl]-2,2-dimethylpropyl}(glycoloyl)amino]-1-oxobutan-2-yl}carbamat C(C)(C)(C)OC(N[C@H](C(=O)NCCN)CCN(C(CO)=O)[C@H](C(C)(C)C)C=1N(C=C(N1)C1=C(C=CC(=C1)F)F)CC1=CC=CC=C1)=O